methyl 2-[4-[4,6-bis(2,4-dimethylphenyl)-1,3,5-triazin-2-yl]-2-methyl-3-hydroxy-phenoxy]propanoate CC1=C(C=CC(=C1)C)C1=NC(=NC(=N1)C1=C(C=C(C=C1)C)C)C1=C(C(=C(OC(C(=O)OC)C)C=C1)C)O